4,4-diaminophenylmethane NC1(CC=C(C=C1)C)N